Cl.Cl.N12C(CC(CC1)CC2)C=2NC(C1=C(N2)C=C(S1)C=1C(=NNC1)C)=O 2-(1-azabicyclo[2.2.2]oct-2-yl)-6-(3-methyl-1H-pyrazol-4-yl)thieno[3,2-d]pyrimidin-4(3H)-one dihydrochloride